pivaloyloxymethyl butyrate (pivaloyloxymethylbutyrate) C(C(C)(C)C)(=O)OCC(C(=O)O)CC.C(CCC)(=O)OCOC(C(C)(C)C)=O